bis(1,1,1,3,3,3-hexafluoro-2-propyl) phosphate P(=O)(OC(C(F)(F)F)C(F)(F)F)(OC(C(F)(F)F)C(F)(F)F)[O-]